C1=CC=CC=2C3=CC=CC=C3C(C12)COC(=O)N([C@H](C(=O)O)CC1=CC=CC=C1)C(C)C (2S)-2-({[(9H-fluoren-9-yl)methoxy]carbonyl}(propan-2-yl)amino)-3-phenylpropanoic acid